trans-4-(3,4-Dihydroisoquinolin-2(1H)-yl)-1-(6-((2-chlorophenyl)amino)pyrimidin-4-yl)piperidine C1N(CCC2=CC=CC=C12)C1CCN(CC1)C1=NC=NC(=C1)NC1=C(C=CC=C1)Cl